(S)-2-(3-(3-chloro-5-methoxyphenyl)-5-(3-(trifluoromethyl)phenylsulfonyl)-6a,7,9,10-tetrahydro-5H-pyrazino[1,2-a]pyrido[3,2-e]pyrazin-8(6H)-yl)-2-methylpropionic acid ClC=1C=C(C=C(C1)OC)C1=CC=2N(C[C@H]3N(C2N=C1)CCN(C3)C(C(=O)O)(C)C)S(=O)(=O)C3=CC(=CC=C3)C(F)(F)F